4-({[5-(3-Chloro-5-methoxyphenyl)-1,3-oxazol-2-yl]methyl}sulfanyl)-6-methyl-1,3,5-triazin-2-amin ClC=1C=C(C=C(C1)OC)C1=CN=C(O1)CSC1=NC(=NC(=N1)C)N